S(=O)(=O)(C1=CC=C(C)C=C1)C(C1=C(C=CC=C1)F)[N+]#[C-] alpha-(tosyl)-2-fluorobenzyl isonitrile